(+/-)-cis-4-(4-methoxyphenyl)-3-methylpiperidine-1,3-dicarboxylic acid 1-tert-butyl 3-ethyl ester C(C)OC(=O)[C@]1(CN(CC[C@H]1C1=CC=C(C=C1)OC)C(=O)OC(C)(C)C)C |r|